S(=O)(=O)(C1=CC(=C(C=C1)F)[N+](=O)[O-])C1=CC(=C(C=C1)F)[N+](=O)[O-] 4,4'-Sulfonylbis(1-fluoro-2-nitrobenzene)